N1NC(C2C1=CN=CN2)=O TETRAHYDROPYRAZOLOPYRIMIDINONE